5-isopropyl-1-methyl-2,3-dihydro-1H-pyrrole C(C)(C)C1=CCCN1C